CN(C=1C=CC(=C(C1)C#CC=1C=CC=NC1)NS(=O)(=O)C=1C(=CC=C2C=CC=NC12)C)C 5-{2-[5-(Dimethylamino)-2-(7-methylchinolin-8-sulfonamido)phenyl]ethynyl}-pyridin